C1(CCCC1)NC1=CC(=NC=2N1N=CC2)C(C)C N-cyclopentyl-5-isopropyl-pyrazolo[1,5-a]Pyrimidine-7-amine